Dimethyl {2-oxo-2-[4-(trifluoromethyl)phenyl]ethyl}malonate O=C(CC(C(=O)OC)C(=O)OC)C1=CC=C(C=C1)C(F)(F)F